CC(C(C)C)C=C[C@@H](C)[C@H]1CC[C@H]2[C@@H]3CC=C4C[C@H](CC[C@]4(C)[C@H]3CC[C@]12C)O 24-methylcholest-5,22-dien-3β-ol